FC1=C(C(=O)NC=2C(=CC3=C(N(C(=N3)CCC(C)(C)O)C)C2)C(C)(C)O)C=CC=C1C(F)(F)F 2-Fluoro-N-(2-(3-hydroxy-3-methylbutyl)-5-(2-hydroxypropan-2-yl)-1-methyl-1H-benzo[d]imidazole-6-yl)-3-(trifluoromethyl)benzamide